N-methyl-2-((2-((4-(((3-(piperidin-3-yl)phenyl)amino)methyl)phenyl)amino)-5-(trifluoromethyl)pyrimidin-4-yl)amino)benzenesulfonamide CNS(=O)(=O)C1=C(C=CC=C1)NC1=NC(=NC=C1C(F)(F)F)NC1=CC=C(C=C1)CNC1=CC(=CC=C1)C1CNCCC1